3-(5-(7-((2-oxa-7-azaspiro[3.5]nonan-7-yl)methyl)-3-amino-1H-pyrazolo[4,3-b]pyridin-5-yl)-1-oxoisoindolin-2-yl)piperidine-2,6-dione C1OCC12CCN(CC2)CC2=C1C(=NC(=C2)C=2C=C3CN(C(C3=CC2)=O)C2C(NC(CC2)=O)=O)C(=NN1)N